tert-butyl 2-(3'-(3-(8-oxa-2-azaspiro[4.5]dec-2-yl) propoxy)-2,2'-dimethyl-[1,1'-biphenyl]-3-yl)-6,7-dihydrothiazolo[5,4-c]pyridine-5(4H)-carboxylate C1N(CCC12CCOCC2)CCCOC=2C(=C(C=CC2)C2=C(C(=CC=C2)C=2SC=1CN(CCC1N2)C(=O)OC(C)(C)C)C)C